C(CN1C(=NC2=C1C=CC(=C2OC)C(N)=O)C=2C1=C(SC2C(=O)O)C=CC=C1Cl)N1C(=NC2=C1C=CC(=C2OC)C(N)=O)C=2C1=C(SC2C(=O)O)C=CC=C1Cl 3,3'-(ethane-1,2-diylbis(5-carbamoyl-4-methoxy-1H-benzo[d]imidazole-1,2-diyl))bis(4-chlorobenzo[b]thiophene-2-carboxylic acid)